BrC=1C(=C(O[C@H](CN(C(OC(C)(C)C)=O)C(=O)OC(C)(C)C)C)C=CC1F)CN(CC)C(=O)OC(C)(C)C (S)-tert-butyl (2-(3-bromo-2-(((tert-butoxycarbonyl)(ethyl)amino) methyl)-4-fluorophenoxy)propyl)(tert-butoxycarbonyl)carbamate